C(C#CCCS(=O)(=O)O)CS(=O)(=O)O.COC1=C(C(=CC(=C1)C)OC)C(O)C=1OC=CC1 (2,6-dimethoxy-4-methylphenyl)(furan-2-yl)methanol 2-butyn-1,4-diyl-dimesylate